ClC1=NC(=CC=C1)N1N=CC(=C1)CCl 2-chloro-6-[4-(chloromethyl)pyrazol-1-yl]pyridine